5-(4-(benzyloxy)phenyl)pent-4-enal C(C1=CC=CC=C1)OC1=CC=C(C=C1)C=CCCC=O